N-(4-(5-(4-(trifluoromethyl)phenoxy)-1,2,3,4-tetrahydroisoquinoline-2-carbonyl)thiazol-2-yl)methanesulfonamide FC(C1=CC=C(OC2=C3CCN(CC3=CC=C2)C(=O)C=2N=C(SC2)NS(=O)(=O)C)C=C1)(F)F